ClC1=NC(=NC(=C1C)C(F)(F)F)SC 4-chloro-5-methyl-2-methylsulfanyl-6-(trifluoromethyl)pyrimidine